5-METHANESULFONYLPENTANAL CS(=O)(=O)CCCCC=O